(R/S)-5-[4-(5-fluoro-2-methoxyphenyl)-2-hydroxy-4-methyl-2-(trifluoromethyl)pentylamino]isobenzofuran-1(3H)-one FC=1C=CC(=C(C1)C(C[C@@](CNC=1C=C2COC(C2=CC1)=O)(C(F)(F)F)O)(C)C)OC |r|